N1C(=CC(=C1)C=O)C=O 1H-PYRROLE-2,4-DICARBALDEHYDE